N4-cyclohexyl-N2-(3-(methylsulfonyl)phenyl)quinazoline-2,4-diamine C1(CCCCC1)NC1=NC(=NC2=CC=CC=C12)NC1=CC(=CC=C1)S(=O)(=O)C